tris(tetradecyl)methyl-ammonium bromide [Br-].C(CCCCCCCCCCCCC)[N+](C)(CCCCCCCCCCCCCC)CCCCCCCCCCCCCC